N-[8-(methylamino)-5-(4,4,5,5-tetramethyl-1,3,2-dioxaborolan-2-yl)-2,7-naphthyridin-3-yl]cyclopropanecarboxamide CNC=1N=CC(=C2C=C(N=CC12)NC(=O)C1CC1)B1OC(C(O1)(C)C)(C)C